COC(C1=CC=C(C=C1)CC(C(=O)OC(C)(C)C)C)=O 4-(3-(tert-butoxy)-2-methyl-3-oxopropyl)benzoic acid methyl ester